(R)-6-(3-(2-bromo-5-ethoxyphenyl)piperazin-1-yl)pyrimidine-2,4-diamine BrC1=C(C=C(C=C1)OCC)[C@@H]1CN(CCN1)C1=CC(=NC(=N1)N)N